C(C)OC(CCCCN1CCC(CC1)C#CC1=CC=C(C2=CC=CC=C12)[C@@H](C)NC(=O)C=1C=C(C=CC1C)NC1CC2COCC(C1)N2C(=O)OC(C)(C)C)=O tert-butyl 7-((3-(((R)-1-(4-((1-(5-ethoxy-5-oxopentyl)piperidin-4-yl)ethynyl)naphthalen-1-yl)ethyl)carbamoyl)-4-methylphenyl)amino)-3-oxa-9-azabicyclo[3.3.1]nonane-9-carboxylate